4-(5-broMo-2-chlorobenzyl)phenol BrC=1C=CC(=C(CC2=CC=C(C=C2)O)C1)Cl